C[C@@H]1N(C[C@H](N(C1)C(C)C1=CC=C2CCN(C(C2=C1)=O)C)C)C=1C=2N=C(N(C2N(C(N1)=O)C)CC)CC#N 2-(6-((2S,5R)-2,5-dimethyl-4-(1-(2-methyl-1-oxo-1,2,3,4-tetrahydroisoquinolin-7-yl)ethyl)piperazin-1-yl)-9-ethyl-3-methyl-2-oxo-3,9-dihydro-2H-purin-8-yl)acetonitrile